N-tetradecyl-2-(4-benzyloxyphenyl)-3,5,7-tribenzyloxy-quinolin-4-one C(CCCCCCCCCCCCC)N1C(=C(C(C2=C(C=C(C=C12)OCC1=CC=CC=C1)OCC1=CC=CC=C1)=O)OCC1=CC=CC=C1)C1=CC=C(C=C1)OCC1=CC=CC=C1